2-bromo-5-(chloromethyl)thiazole BrC=1SC(=CN1)CCl